FC(C(=O)N1C2CN(CC1C2)C2=NC(=NC=C2F)NC2=CC(=C(C(=O)NCC)C=C2)C)(C)F 4-({4-[6-(2,2-difluoropropionyl)-3,6-diazabicyclo[3.1.1]hept-3-yl]-5-fluoropyrimidin-2-yl}amino)-N-ethyl-2-methylbenzamide